methyl-5-oxo-4,5-dihydro-1H-imidazol CN1C=NCC1=O